FC(C=1C=C2CC(CC2=CC1)N)F 5-(difluoromethyl)-2,3-dihydro-1H-inden-2-amine